The molecule is a dicarboxylic acid that is butanedioic acid substituted at position 2 by a methyl group. It is a conjugate acid of a methylsuccinate. CC(CC(=O)O)C(=O)O